The molecule is a branched amino oligosaccharide that is a pentadecasaccharide derivative consisting of a linear trisaccharide of beta-D-mannose and two N-acetyl-beta-D-glucosamine residues (one of which is at the reducing end) all linked in sequence (1->4), to the mannosyl residue of which are linked (1->3) and (1->6) two alpha-L-fucosyl-(1->2)-beta-D-galactosyl-(1->4)-N-acetyl-beta-D-glucosaminyl-(1->3)-beta-D-galactosyl-(1->4)-N-acetyl-beta-D-glucosaminyl-(1->2)-alpha-D-mannosyl linear hexasaccharide units. It is an amino oligosaccharide and a glucosamine oligosaccharide. C[C@H]1[C@H]([C@H]([C@@H]([C@@H](O1)O[C@@H]2[C@H]([C@H]([C@H](O[C@H]2O[C@@H]3[C@H](O[C@H]([C@@H]([C@H]3O)NC(=O)C)O[C@H]4[C@H]([C@H](O[C@H]([C@@H]4O)O[C@@H]5[C@H](O[C@H]([C@@H]([C@H]5O)NC(=O)C)O[C@H]6[C@H]([C@@H]([C@H](O[C@@H]6OC[C@@H]7[C@H]([C@@H]([C@@H]([C@@H](O7)O[C@@H]8[C@H](O[C@H]([C@@H]([C@H]8O)NC(=O)C)O[C@@H]9[C@H](O[C@H]([C@@H]([C@H]9O)NC(=O)C)O)CO)CO)O)O[C@@H]1[C@H]([C@H]([C@@H]([C@H](O1)CO)O)O)O[C@H]1[C@@H]([C@H]([C@@H]([C@H](O1)CO)O[C@H]1[C@@H]([C@H]([C@H]([C@H](O1)CO)O)O[C@H]1[C@@H]([C@H]([C@@H]([C@H](O1)CO)O[C@H]1[C@@H]([C@H]([C@H]([C@H](O1)CO)O)O)O[C@H]1[C@H]([C@@H]([C@@H]([C@@H](O1)C)O)O)O)O)NC(=O)C)O)O)NC(=O)C)O)CO)O)O)CO)CO)O)CO)CO)O)O)O)O)O